C(C)(C)C=1C=CC(=C(C1)C1=CN=C2C(=N1)N(C=N2)C2CCOCC2)OC 6-(5-isopropyl-2-methoxyphenyl)-1-(tetrahydro-2H-pyran-4-yl)-1H-imidazo[4,5-b]pyrazin